(E,Z)-3-((2-aminoethoxy)imino)androstane-6,17-dione hydrochloride Cl.NCCO\N=C/1\CC2C(C[C@H]3[C@@H]4CCC([C@@]4(C)CC[C@@H]3[C@]2(CC1)C)=O)=O